ClC1=NC(=CC=C1C(=O)OC(C)(C)C)N1N=C(C=C1)OCC(C(F)(F)F)(C)C Tert-Butyl 2-chloro-6-[3-(3,3,3-trifluoro-2,2-dimethyl-propoxy)pyrazol-1-yl]pyridine-3-carboxylate